C(C(=C)C)(=O)O.C(C=C)(=O)O.C(C=C)(=O)O.C1(CCCCCCCCC1)(CO)CO.C1(CCCCCCCCC1)(CO)CO.C1(CCCCCCCCC1)(CO)CO tricyclodecanedimethanol diacrylate Methacrylate